FC(C=1C=NC(=NC1)NC1CCN(CC1)S(=O)(=O)C=1C=C(CN2CCN(CC2)C2=CC=C(C=C2)N2C(NC(CC2)=O)=O)C=CC1)(F)F 1-(4-(4-(3-((4-((5-(trifluoromethyl)-pyrimidin-2-yl)amino)piperidin-1-yl)sulfonyl)-benzyl)piperazin-1-yl)phenyl)dihydropyrimidine-2,4(1H,3H)-dione